COC=1C=C(C=CC1OC)C1=NC2=C(N1C)C=C(C=C2C)C2CCN(CC2)C(=O)OC(C)(C)C tert-butyl 4-(2-(3,4-dimethoxyphenyl)-1,4-dimethyl-1H-benzo[d]imidazol-6-yl)piperidine-1-carboxylate